C(C)(C)N1N=C(N=C1C1[C@H]2CC(C[C@@H]12)=O)C=1C=NC=C(C1)C(F)(F)F (1R,5s,6R)-6-(1-isopropyl-3-(5-(trifluoromethyl)pyridin-3-yl)-1H-1,2,4-triazol-5-yl)bicyclo[3.1.0]hexane-3-one